CC=1C(=NC(NC1)=O)N=C1N(CCC1)C 5-methyl-4-((1-methylpyrrolidin-2-ylidene)amino)pyrimidin-2(1H)-one